4-bromo-3-fluoro-2-(6-azaspiro[2.5]oct-6-yl)benzoyl chloride BrC1=C(C(=C(C(=O)Cl)C=C1)N1CCC2(CC2)CC1)F